(2-Cyclopropylethyl)-2,2-dimethyl-4-(3-methyl-2-oxo-1,3-benzoxazol-6-yl)piperidine-1-carboxamide C1(CC1)CCC1C(N(CCC1C1=CC2=C(N(C(O2)=O)C)C=C1)C(=O)N)(C)C